1-(azetidin-1-yl)-2-((3-chloro-4-(4-hydroxy-3-isopropylbenzyl)-5-methylbenzyl)thio)ethan-1-one N1(CCC1)C(CSCC1=CC(=C(C(=C1)C)CC1=CC(=C(C=C1)O)C(C)C)Cl)=O